C(C)C(CSC1=CC=C(S1)C=O)CCCC 5-(2-ethylhexyl-thio)thiophene-2-carbaldehyde